(E)-2,5-difluoro-N-(2-methoxy-5-(4-(4-(4-oxopent-2-enoyl)piperazin-1-yl)quinazolin-6-yl)pyridin-3-yl)benzenesulfonamide FC1=C(C=C(C=C1)F)S(=O)(=O)NC=1C(=NC=C(C1)C=1C=C2C(=NC=NC2=CC1)N1CCN(CC1)C(\C=C\C(C)=O)=O)OC